N1(CCC1)CC1=C(CNC2=CC(=C(C(=C2)F)S(=O)(=O)N(C2=NC=C(C=C2)F)CC2=C(C=C(C=C2)OC)OC)F)C(=CC=C1)F 4-((2-(azetidin-1-ylmethyl)-6-fluorobenzyl)amino)-N-(2,4-dimethoxybenzyl)-2,6-difluoro-N-(5-fluoropyridin-2-yl)benzenesulfonamide